BrC1=CC(=CC2=C1N1C(=N2)COCC1)C(=O)NC1=CC=C(C=C1)OC(F)(F)Cl 6-bromo-N-[4-[chloro(difluoro)methoxy]phenyl]-3,4-dihydro-1H-[1,4]oxazino[4,3-a]benzimidazole-8-carboxamide